C(\C=C/C(=O)O)(=O)O.[N+](=O)([O-])C=1C=CC2=C(N(C3=C(CC2)C=CC=C3)CCCNC/C=C/C(=O)OCC)C1 ethyl (E)-4-[3-(3-nitro-10,11-dihydro-5H-dibenzo[b,f]azepin-5-yl)propylamino]but-2-enoate maleate